ethyl 2-diazo-3-oxo-valerate [N+](=[N-])=C(C(=O)OCC)C(CC)=O